3-(1-(4-fluorophenyl)ethyl)-N-(2-(3-fluoropyrrolidin-1-yl)ethyl)pyrazin-2-amine FC1=CC=C(C=C1)C(C)C=1C(=NC=CN1)NCCN1CC(CC1)F